(E)-N-(5-(2-(3,3-difluoro-cyclobutyl)vinyl)-6-meth-oxypyridin-3-yl)acrylamide FC1(CC(C1)/C=C/C=1C=C(C=NC1OC)NC(C=C)=O)F